ClC=1C=CC(=NC1)NC([C@H](C)N1C[C@@H](C[C@H](C1)C1=CC=NN1)C)=O (S)-N-(5-chloropyridin-2-yl)-2-((3R,5R)-3-methyl-5-(1H-pyrazol-5-yl)piperidin-1-yl)propanamide